C(C1=CC=CC=C1)NC1=C(C(=O)O)C=C(C=C1)C(F)(F)F 2-(benzylamino)-5-(trifluoromethyl)-benzoic acid